4-[(2R)-3-(3,4-dihydro-1H-isoquinolin-2-yl)-2-hydroxy-propyl]-8-(pyrrolidine-1-carbonyl)-2,3-dihydro-1,4-benzoxazepine-5-one C1N(CCC2=CC=CC=C12)C[C@H](CN1CCOC2=C(C1=O)C=CC(=C2)C(=O)N2CCCC2)O